N-(tert-butyl)-3-((2-((4-(4-(4-(2-(2,6-dioxopiperidin-3-yl)benzyl)piperazin-1-yl)piperidin-1-yl)phenyl)amino)-5-methylpyrimidin-4-yl)amino)benzenesulfonamide C(C)(C)(C)NS(=O)(=O)C1=CC(=CC=C1)NC1=NC(=NC=C1C)NC1=CC=C(C=C1)N1CCC(CC1)N1CCN(CC1)CC1=C(C=CC=C1)C1C(NC(CC1)=O)=O